cyclopropyl-3-(6-((2S,6R)-2,6-dimethylmorpholinyl)pyrimidin-4-yl)-1-(4-methoxybenzyl)-1H-pyrazolo[4,3-c]pyridin-4-amine C1(CC1)C1=CC2=C(C(=N1)N)C(=NN2CC2=CC=C(C=C2)OC)C2=NC=NC(=C2)N2C[C@@H](O[C@@H](C2)C)C